O1CCC(=CC1)C1=NN2C(N(C(=C(C2=O)N2CCN(CC2)C(C2=NC=CC=C2O)=O)CC)CC(=O)NC2=C(C=C(C=C2)C(F)(F)F)F)=N1 2-(2-(3,6-dihydro-2H-pyran-4-yl)-5-ethyl-6-(4-(3-hydroxypicolinoyl)piperazin-1-yl)-7-oxo-[1,2,4]triazolo[1,5-a]pyrimidin-4(7H)-yl)-N-(2-fluoro-4-(trifluoromethyl)phenyl)acetamide